2-[2-chloro-4-(4-phenoxyanilino)pyrimidin-5-yl]propan-2-ol methyl-1-((3,3-difluorocyclobutyl)methyl)-1H-imidazole-5-carboxylate CC=1N(C(=CN1)C(=O)OC(C)(C)C=1C(=NC(=NC1)Cl)NC1=CC=C(C=C1)OC1=CC=CC=C1)CC1CC(C1)(F)F